4',7,8-trihydroxyisoflavone OC1=CC=C(C2=COC3=C(C(=CC=C3C2=O)O)O)C=C1